4-methyl-3-((9-(pyridin-2-yl)-9H-carbazol-2-yl)oxy)aniline CC1=C(C=C(N)C=C1)OC1=CC=2N(C3=CC=CC=C3C2C=C1)C1=NC=CC=C1